O(C1=CC=C(C=C1)C=1NC2=CC(=CC=C2C1)C(=O)NC1CCCC1)C1=CC=C(C=C1)C=1NC2=CC(=CC=C2C1)C(=O)NC1CCCC1 2,2'-(oxybis(4,1-phenylene))bis(N-cyclopentyl-1H-indole-6-carboxamide)